5-bromo-2-{[(tert-butyldimethylsilyl)oxy]methyl}furo[2,3-c]pyridine BrC=1C=C2C(=CN1)OC(=C2)CO[Si](C)(C)C(C)(C)C